BrC=1SC(=CC1C(=O)O)Br 2,5-dibromo-thiophene-3-carboxylic acid